3-[[1-[(3R,4R)-1-(benzofuran-2-ylmethyl)-3-phenyl-piperidine-4-carbonyl]-4-hydroxy-4-piperidinyl]methyl]thieno[2,3-d]pyrimidin-4-one O1C(=CC2=C1C=CC=C2)CN2C[C@H]([C@@H](CC2)C(=O)N2CCC(CC2)(O)CN2C=NC1=C(C2=O)C=CS1)C1=CC=CC=C1